5-chloro-1-{5-{3-deoxy-3-{2-[(2-fluorophenyl)methylene]hydrazino}-beta-D-galactopyranosyl}-3-methyl-1H-1,2,4-triazol-1-yl}-2-(trifluoromethyl)benzene ClC=1C=CC(=C(C1)N1N=C(N=C1[C@H]1[C@H](O)[C@H]([C@@H](O)[C@H](O1)CO)NN=CC1=C(C=CC=C1)F)C)C(F)(F)F